BrC1=CC(=C(C(=C1)C)S(=O)(=O)NC1=C(C=CC(=C1C)F)NC(OC(C)(C)C)=O)F tert-butyl N-[2-[(4-bromo-2-fluoro-6-methyl-phenyl)sulfonylamino]-4-fluoro-3-methyl-phenyl]carbamate